NC1=NC(N(C=C1Br)[C@@H]1O[C@]([C@H]([C@H]1O)OCC1=CC=CC=C1)(CF)COCC1=CC=CC=C1)=O 4-amino-1-((2R,3R,4S,5R)-4-(benzyloxy)-5-((benzyloxy)methyl)-5-(fluoromethyl)-3-hydroxytetrahydrofuran-2-yl)-5-bromopyrimidin-2(1H)-one